benzyl (S)-4-(4-((5-amino-7-((1-((tert-butyldiphenylsilyl)oxy)pentan-2-yl)amino)-2H-pyrazolo[4,3-d]pyrimidin-2-yl)methyl)-3,5-dimethoxyphenyl)piperazine-1-carboxylate NC=1N=C(C=2C(N1)=CN(N2)CC2=C(C=C(C=C2OC)N2CCN(CC2)C(=O)OCC2=CC=CC=C2)OC)N[C@H](CO[Si](C2=CC=CC=C2)(C2=CC=CC=C2)C(C)(C)C)CCC